[3-(6-aminohexylamino)propyl]trimethoxysilane NCCCCCCNCCC[Si](OC)(OC)OC